methyl 2-{1-[3-(benzyloxy)-2-(1,3-dioxolan-2-yl)-5-methoxyphenyl]pyrazol-4-yl}acetate C(C1=CC=CC=C1)OC=1C(=C(C=C(C1)OC)N1N=CC(=C1)CC(=O)OC)C1OCCO1